tert-butyl 2-(4-amino-6-fluoro-9H-pyrimido[4,5-b]indol-9-yl)acetate NC1=NC=NC=2N(C3=CC=C(C=C3C21)F)CC(=O)OC(C)(C)C